3-((2-(4-amino-6-bromo-5-(3-fluoro-4-((6-methylpyridin-2-yl)oxy)phenyl)7H-pyrrolo[2,3-d]pyrimidin-7-yl)ethyl)amino)azetidine-1-carboxylic acid tert-butyl ester C(C)(C)(C)OC(=O)N1CC(C1)NCCN1C(=C(C2=C1N=CN=C2N)C2=CC(=C(C=C2)OC2=NC(=CC=C2)C)F)Br